C(C)OC(=O)C=1C=NNC1C1=C(C=C(C=C1)Br)[N+](=O)[O-] 5-(4-bromo-2-nitrophenyl)-1H-pyrazole-4-carboxylic acid ethyl ester